N[C@@H]1[C@@H](OCC12CCN(CC2)C2=NC=C(C=N2)SC=2C(=C(C=CC2)NC(=O)C2=NC=CN=C2)Cl)C N-(3-((2-((3S,4S)-4-amino-3-methyl-2-oxa-8-azaspiro[4.5]decane-8-yl)pyrimidine-5-yl)mercapto)-2-chlorophenyl)pyrazine-2-carboxamide